2-[1-(6-chloropyridin-2-yl)pyrazol-4-yl]acetonitrile ClC1=CC=CC(=N1)N1N=CC(=C1)CC#N